iridium hexafluorophosphoric acid F[P-](F)(F)(F)(F)F.[H+].[Ir]